Methyl (S)-3-(5-hydroxypyridin-3-yl)-4-(methylamino)butanoate hydrochloride Cl.OC=1C=C(C=NC1)[C@H](CC(=O)OC)CNC